5-propynylthymine C(#CC)C1(C(NC(N=C1)=O)=O)C